(2-{bis-[3-(2-tert-butoxycarbonylamino-ethylcarbamoyl)-propyl]-amino}-ethyl)-carbamic acid benzyl ester C(C1=CC=CC=C1)OC(NCCN(CCCC(NCCNC(=O)OC(C)(C)C)=O)CCCC(NCCNC(=O)OC(C)(C)C)=O)=O